[Al].[Sn].[Ca].[Pb].C(C)C1=C(C(=C(C(=C1CN=C=O)CC)CN=C=O)CC)CN=C=O 1,3,5-Triethyl-2,4,6-tris(isocyanatomethyl)benzene lead-calcium-tin-aluminum